6-Chloro-4-(1,1-difluoro-2-methoxyethyl)-N,N-bis(4-methoxybenzyl)pyridin-2-amine ClC1=CC(=CC(=N1)N(CC1=CC=C(C=C1)OC)CC1=CC=C(C=C1)OC)C(COC)(F)F